3-(1-oxo-5-(((1S,2S)-2-(3-(3-(trifluoromethoxy)phenyl)azetidin-1-yl)cyclohexyl)oxy)isoindolin-2-yl)piperidine-2,6-dione O=C1N(CC2=CC(=CC=C12)O[C@@H]1[C@H](CCCC1)N1CC(C1)C1=CC(=CC=C1)OC(F)(F)F)C1C(NC(CC1)=O)=O